Cl.ClC1=CC=C(C[C@H]2CO[C@H](CN2C2CCC(CC2)C=2SC(=C(N2)C)C)C=2N=NN(C2)CCCCC(=O)O)C=C1 5-(4-((2R,5S)-5-(4-chlorobenzyl)-4-(4-(4,5-dimethylthiazol-2-yl)cyclohexyl)morpholin-2-yl)-1H-1,2,3-triazol-1-yl)pentanoic acid hydrochloride